2-Methyl-5-(1,3,5-triazin-2-yl)aniline CC1=C(N)C=C(C=C1)C1=NC=NC=N1